7-(5-((7-Oxa-1-azaspiro[4.4]nonan-1-yl)sulfonyl)-2-methylphenyl)imidazo[2,1-f][1,2,4]triazin-4-amine N1(CCCC12COCC2)S(=O)(=O)C=2C=CC(=C(C2)C2=CN=C1C(=NC=NN12)N)C